FC=1C=C(C(=NC1)C1(C=C(C(C(C1)(C)C)=O)C#N)OC)\C=C\C 3-{5-fluoro-3-[(1E)-prop-1-en-1-yl]pyridin-2-yl}-3-methoxy-5,5-dimethyl-6-oxocyclohex-1-ene-1-carbonitrile